COC1=CC=C(CN)C=C1 (4-methoxy-benzyl)-amine